3,5-dimethyl-2-pyrrolidoaldehyde CC1C(NC(C1)C)C=O